ClC1=C(C=C2C(=NNC2=C1)CCC(=O)O)C1=CC=C(C=C1)C1=C(C(=CC=C1F)OC)O 3-(6-chloro-5-(6'-fluoro-2'-hydroxy-3'-methoxy-[1,1'-biphenyl]-4-yl)-1H-indazol-3-yl)-propanoic acid